Cl.N[C@H](CO[C@H]1C(N(CC1)[C@H]1[C@@H](CN(CC1)C1=NC=C(C=N1)C(F)(F)F)O)=O)C (R)-3-((S)-2-aminopropoxy)-1-((3R,4R)-3-hydroxy-1-(5-(trifluoromethyl)pyrimidin-2-yl)piperidin-4-yl)pyrrolidin-2-one hydrochloride